C(C)(C)(C)OC(=O)O[C@@H]1[C@H]([C@H](N(C1)C(=O)OC(C)(C)C)CC1=CC=C(C=C1)C=1N=NN(C1)C=1C(OC2=CC(=CC=C2C1)O)=O)OC(NC)=O tert-butyl (2R,3S,4S)-4-[(tert-butoxycarbonyl)oxy]-2-({4-[1-(7-hydroxy-2-oxochromen-3-yl)-1,2,3-triazol-4-yl]phenyl}methyl)-3-[(methylcarbamoyl)oxy]pyrrolidine-1-carboxylate